(S)-1-Benzyl-N-(1-methyl-2-oxo-8-(7-oxa-2-azaspiro[3.5]nonan-2-yl)-2,3,4,5-tetrahydro-1H-benzo[b]azepin-3-yl)-1H-pyrazole-3-carboxamid C(C1=CC=CC=C1)N1N=C(C=C1)C(=O)N[C@H]1CCC2=C(N(C1=O)C)C=C(C=C2)N2CC1(C2)CCOCC1